vinyl N,N-dimethylaminopropionate CN(C)C(C(=O)OC=C)C